C(=O)(O)C1(CC(=CC(=C1)C(=O)O)C(=O)O)S(=O)(=O)O 1,3,5-tricarboxyl-benzenesulfonic acid